C(C1=CC=CC=C1)OC[C@@H](C)O (2R)-1-benzyloxypropane-2-ol